[I-].C(C)(C)C1=C(C(=CC=C1)C(C)C)N1C(N(C=C1)C1=C(C=CC=C1C(C)C)C(C)C)I 1,3-bis-(2,6-diisopropylphenyl)-2-iodoimidazole iodide